BrC=1C=C(C(=O)NCCN(C)C)C=C(C1)Br 3,5-dibromobenzoyl-N,N-dimethylethylenediamine